N\C(\C1(CC1)C1=C(C=CC=C1)C)=N/OC(=O)C1=NN(C(=C1)C(F)F)CC(=O)N1CCN(CC1)C(=O)OC(C)(C)C tert-butyl (Z)-4-(2-(3-((((amino(1-(o-tolyl)cyclopropyl)methylene)amino)oxy)carbonyl)-5-(difluoromethyl)-1H-pyrazol-1-yl)acetyl)piperazine-1-carboxylate